ClC=1C=NC=C(C1C)Cl 3,5-dichloro-4-methyl-pyridine